OC1CCCCC1O 4,5-Dihydroxycyclohexan